3-((5'-(4-methoxypyridin-2-yl)-2'-(2H-tetrazol-5-yl)-[1,1'-biphenyl]-4-yl)methyl)-2-propyl-1,3-diazaspiro[4.4]non-1-en-4-one COC1=CC(=NC=C1)C=1C=CC(=C(C1)C1=CC=C(C=C1)CN1C(=NC2(C1=O)CCCC2)CCC)C=2N=NNN2